CC=1NC=2CCCCC2C(C1C=1C=CC(=NC1)OC1=CC=C(C(=O)O)C=C1)=O 4-((5-(2-methyl-4-oxo-1,4,5,6,7,8-hexahydroquinolin-3-yl)pyridin-2-yl)oxy)benzoic acid